COC(C1=CC=2C=NC(=CC2N1C(=O)OC(C)(C)C)C=O)OC tert-butyl 2-(dimethoxymethyl)-6-formyl-pyrrolo[3,2-c]pyridine-1-carboxylate